C(C)(C)(C)OC(=O)N1CC(C1)COS(=O)(=O)C1=CC=C(C=C1)C 3-(p-tolylsulfonyloxymethyl)azetidine-1-carboxylic acid tert-butyl ester